BrC1=CC(=C(C=N1)S(=O)(=O)C1=CNC2=CC(=CC(=C12)C)F)C 3-[(6-bromo-4-methyl-3-pyridinyl)sulfonyl]-6-fluoro-4-methyl-1H-indole